C(C)(C)(C)C1=CC=C(C=C1)C1=CC(=CC(=C1)C(COC)[N+](=O)[O-])C(COC)N 1-(4'-(tert-butyl)-5-(2-methoxy-1-nitroethyl)-[1,1'-biphenyl]-3-yl)-2-methoxyethan-1-amine